IC=1C=NN2C1C=CC(=C2)C2(CCC2)NC(OC)=O methyl N-[1-(3-iodopyrazolo[1,5-a]pyridin-6-yl)cyclobutyl]carbamate